3-amino-4-(4-(2,4-difluorophenoxy)piperidin-1-yl)-N,N-dimethylbenzamide NC=1C=C(C(=O)N(C)C)C=CC1N1CCC(CC1)OC1=C(C=C(C=C1)F)F